C1CNCCC1NC2=CC=C(C=C2)[N+](=O)[O-].Cl.Cl N-(4-nitrophenyl)piperidin-4-amine hydrochloride